[Cl-].[Cl-].C[SiH](C)[Ti+](C1C=CC2=CC=CC=C12)C1C=CC2=CC=CC=C12.C[SiH](C)[Ti+](C1C=CC2=CC=CC=C12)C1C=CC2=CC=CC=C12 rac-dimethylsilylbis(1-indenyl)titanium (IV) dichloride